3,4-methylenedioxypropiophenone CCC(=O)C1=CC2=C(C=C1)OCO2